ethyl 4-azido-3-(tert-butoxycarbonylamino)-cyclohexanecarboxylate N(=[N+]=[N-])C1C(CC(CC1)C(=O)OCC)NC(=O)OC(C)(C)C